7-bromo-6-chloro-5-(2-fluoro-5-methoxy-phenyl)-1,3-dihydro-1,4-benzodiazepin-2-one BrC=1C=CC2=C(C(=NCC(N2)=O)C2=C(C=CC(=C2)OC)F)C1Cl